2-(3,4-dihydronaphthalen-2-yl)-1,3-dioxan-5-one C1=C(CCC2=CC=CC=C12)C1OCC(CO1)=O